4-[1-(p-tolyl)-1H-[1,2,3]triazol-4-yl]piperidine dihydrochloride Cl.Cl.C1(=CC=C(C=C1)N1N=NC(=C1)C1CCNCC1)C